C(#C)C1=CC=C(C=C1)C1CN(CC12CCC2)C(=O)C2=CN=CC(N2)=O 6-[8-(4-ethynylphenyl)-6-azaspiro[3.4]octane-6-carbonyl]-1H-pyrazin-2-one